N-(2-bromophenyl)-5-(1-cyclopentyl-4-(4-fluorophenyl)-1H-imidazol-5-yl)furan-2-carboxamide BrC1=C(C=CC=C1)NC(=O)C=1OC(=CC1)C1=C(N=CN1C1CCCC1)C1=CC=C(C=C1)F